FC=1C=C(C=CC1C(=O)OC)B(O)O (3-fluoro-4-methoxycarbonyl-phenyl)boronic acid